(2S,7aS)-2-(methoxymethyl)-6-methylene-tetrahydro-1H-pyrrolizine-7a-carboxylic acid methyl ester COC(=O)[C@@]12CC(CN2C[C@H](C1)COC)=C